N-(4-bromo-2-cyclopropyl-5-methylphenyl)-1-methyl-1,4,5,6-tetrahydrocyclopenta[c]pyrazol-3-amine BrC1=CC(=C(C=C1C)NC=1C2=C(N(N1)C)CCC2)C2CC2